nonylmorpholine C(CCCCCCCC)N1CCOCC1